(2S,5R)-1-((5-chloro-3-fluoropyridin-2-yl)methyl)-2,5-dimethylpiperazine ClC=1C=C(C(=NC1)CN1[C@H](CN[C@@H](C1)C)C)F